1-undecyl-3-Methylpyrrolidinium triflate [O-]S(=O)(=O)C(F)(F)F.C(CCCCCCCCCC)[NH+]1CC(CC1)C